BrC1=C(C=C(C=C1)OCC1=CC(=C(C=C1)F)F)C(F)(F)F 1-bromo-4-((3,4-difluorobenzyl)oxy)-2-(trifluoromethyl)benzene